N1N=C(C2=C1CCC2)C(=O)ONC(=N)C2(CC2)C2=C(C=CC=C2)C N-((1,4,5,6-tetrahydrocyclopenta[c]pyrazole-3-carbonyl)oxy)-1-(o-tolyl)cyclopropane-1-carboximidamide